1-[(3S)-4-(3,5-difluorophenyl)-3-methyl-piperazin-1-yl]-4-(1-methylpyrazol-3-yl)butane-1,4-dione FC=1C=C(C=C(C1)F)N1[C@H](CN(CC1)C(CCC(=O)C1=NN(C=C1)C)=O)C